N-(1-cyclopentyl-3-cyano-1H-indol-5-yl)-1-methyl-1H-imidazole-2-carboxamide C1(CCCC1)N1C=C(C2=CC(=CC=C12)NC(=O)C=1N(C=CN1)C)C#N